ClC=1C=C2C(=CC1)NC(C21CCN(CC1)CCOC=1C=NC(=C(C1)C(F)(F)F)[C@@H](C)O)=O |o1:28| 5-chloro-1'-[2-({6-[(1R) or (1S)-1-hydroxyethyl]-5-(trifluoromethyl)pyridin-3-yl}oxy)ethyl]-1,2-dihydrospiro[indole-3,4'-piperidin]-2-one